barium 2-(tert-butyl)-2-ethylmalonate C(C)(C)(C)C(C(=O)[O-])(C(=O)[O-])CC.[Ba+2]